Cl.NC=1C=NC=CC1 3-Aminopyridine hydrochloride